CC(CNC(=O)C=1C=NC=CC1)(C)C N-(2,2-dimethylpropyl)pyridine-3-carboxamide